(methylthio)acetyl-lysergic acid diethylamide C(C)N(C(=O)[C@]1(CN(C)[C@@H]2CC3=CNC4=CC=CC(C2=C1)=C34)C(CSC)=O)CC